tert-butyl 4-(4-(oxetan-3-yl)thiazol-5-yl)piperidine-1-carboxylate O1CC(C1)C=1N=CSC1C1CCN(CC1)C(=O)OC(C)(C)C